ClC1=CC=C(C=C1)CCN1CC2=C(CCC1)C=C(C(=C2)O)O N-[2-(4-chlorophenyl)ethyl]-7,8-dihydroxy-1,3,4,5-tetrahydro-2-benzazepine